N-(3-(2-((4-(2-(hydroxymethyl)morpholinyl)phenyl)amino)quinazolin-8-yl)phenyl)but-2-enamide OCC1CN(CCO1)C1=CC=C(C=C1)NC1=NC2=C(C=CC=C2C=N1)C=1C=C(C=CC1)NC(C=CC)=O